COC(C1=CC(=C(C(=C1)OCOC)Br)OCCC=C)=O 4-bromo-3-(but-3-enyloxy)-5-[(methoxymethyl)oxy]benzoic acid methyl ester